C(C)(C)(C)OC(=O)NCC1=CC=C(S1)B(O)O [5-[(tert-butoxycarbonylamino)methyl]-2-thienyl]boronic acid